N-[1-[3-(triazol-2-yl)pyrazin-2-yl]ethyl]-3-(trifluoromethyl)-5-[2-(trifluoromethyl)cyclopropyl]benzamide N=1N(N=CC1)C=1C(=NC=CN1)C(C)NC(C1=CC(=CC(=C1)C1C(C1)C(F)(F)F)C(F)(F)F)=O